C(CCC)C12C=CC(C=C1)C2 1-butyl-2,5-norbornadiene